COC=1C=C(OC2=CC=C(C=N2)N2C(NC=3C2=NC=C(C3)C(F)(F)F)=O)C=CC1C 3-[6-(3-methoxy-4-methyl-phenoxy)-3-pyridinyl]-6-(trifluoromethyl)-1H-imidazo[4,5-b]pyridin-2-one